(3-Chloro-4-fluorophenyl)-1-((5-ethyl-1H-pyrazol-3-yl)methyl)-1-(6-methoxypyridin-3-yl)urea ClC=1C=C(C=CC1F)NC(N(C=1C=NC(=CC1)OC)CC1=NNC(=C1)CC)=O